[6-(3-cyclopropyl-1,2,4-triazol-1-yl)-2-azaspiro[3.3]heptan-2-yl]-[6-[4-(trifluoromethoxy)phenoxy]-2-azaspiro[3.3]heptan-2-yl]methanone C1(CC1)C1=NN(C=N1)C1CC2(CN(C2)C(=O)N2CC3(C2)CC(C3)OC3=CC=C(C=C3)OC(F)(F)F)C1